C(=O)O.C1OCC12CN(C2)C(=O)OC2=C1C(=CNC1=CC=C2)CCN(C)C 3-(2-(Dimethylamino)ethyl)-1H-indol-4-yl 2-oxa-6-azaspiro[3.3]heptane-6-carboxylate formate